C(C)(C)(C)OC(=O)N1CC(CCC1)(C(=O)O)NC(\C=C/C(=O)O)=O (Z)-1-(tert-Butoxycarbonyl)-3-(3-carboxyacrylamido)-piperidine-3-carboxylic acid